5-amino-N-ethyl-3,4-dihydroquinolin-1(2H)-sulfonamide NC1=C2CCCN(C2=CC=C1)S(=O)(=O)NCC